3-(2-bromoethyl)-5-isobutylpyridine BrCCC=1C=NC=C(C1)CC(C)C